[K+].[K+].N(C1=CC=CC=C1)C1=CC=C(C=2C=CCC(C12)(S(=O)(=O)[O-])S(=O)(=O)[O-])C1=CC=C(C2=CC=CC=C12)NC1=CC=CC=C1 4,4'-dianilino-1,1'-binaphthyl-5,5-disulfonic acid dipotassium salt